8-(4-chloro-2-fluoro-phenyl)-2-(difluoromethyl)-6-[(2R,4S)-2-(2-methoxy-4-pyridyl)tetrahydropyran-4-yl]-3-methyl-pyrido[3,4-d]pyrimidin-4-one ClC1=CC(=C(C=C1)C1=NC(=CC2=C1N=C(N(C2=O)C)C(F)F)[C@@H]2C[C@@H](OCC2)C2=CC(=NC=C2)OC)F